E-decadienal C(\C=C\C=CCCCCC)=O